Butyl-Acrylat C(CCC)OC(C=C)=O